4-tert-butyl-3-(trifluoromethyl)-1H-1,2,4-triazol-5-one C(C)(C)(C)N1C(=NNC1=O)C(F)(F)F